Trimethyl cyclopentanecitrate C1(CCCC1)C(C(CC(=O)OC)(O)C(=O)OC)C(=O)OC